N-(1,2-oxazol-3-yl)benzene-1-sulfonamide O1N=C(C=C1)NS(=O)(=O)C1=CC=CC=C1